O=C1NC(CCC1N1C(C2=CC=C(C=C2C1=O)N1CCN(CC1)CCCN1CCN(CC1)C1=CC=C(C=C1)C(=O)C=1C2=C(SC1C1=CC=C(C=C1)F)C=C(C=C2)O)=O)=O 2-(2,6-dioxopiperidin-3-yl)-5-(4-(3-(4-(4-(2-(4-fluorophenyl)-6-hydroxybenzo[b]thiophene-3-carbonyl)phenyl)piperazin-1-yl)propyl)piperazin-1-yl)isoindoline-1,3-dione